Z-1,1,1,4,4,4-HEXAFLUORO-2-BUTENE FC(\C=C/C(F)(F)F)(F)F